(R)-(1-phenyl-3-(5-phenyl-1H-indol-3-yl)propan-2-yl)carbamic acid tert-butyl ester C(C)(C)(C)OC(N[C@H](CC1=CC=CC=C1)CC1=CNC2=CC=C(C=C12)C1=CC=CC=C1)=O